BrC1=C(C=CC(=C1)OC1=CC=C(C=C1)C1=NC2=C(N1)C=C(C=C2)C(NC(C)C)=N)C2=NC1=C(N2)C=C(C=C1)C(NC(C)C)=N 2-(2-Bromo-4-(4-(6-(N-isopropylcarbamimidoyl)-1H-benzo[d]imidazol-2-yl)phenoxy)phenyl)-N-isopropyl-1H-benzo[d]imidazole-6-carboximidamide